C1(=CC=CC=C1)SC1=CC=C(C=C1)SS (4-(phenylthio)phenyl)disulfane